5-(2-Ethoxy-4-(pyridin-2-yl)phenyl)-3,6-dihydro-7H-[1,2,3]triazolo[4,5-d]pyrimidin-7-one C(C)OC1=C(C=CC(=C1)C1=NC=CC=C1)C=1NC(C2=C(N1)NN=N2)=O